(E)-1-(3-(4-(3,5-dimethoxyphenyl)phenoxy)propyl)-5-nitro-1H-indole COC=1C=C(C=C(C1)OC)C1=CC=C(OCCCN2C=CC3=CC(=CC=C23)[N+](=O)[O-])C=C1